C(CCC)NC(CC=C[SiH3])NCCCC bis(n-butylamino)ethylvinylsilane